triethoxysilane isocyanate [N-]=C=O.C(C)O[SiH](OCC)OCC